ClC=1C=C(C=NC1OC(F)F)NC(=O)NC=1C=NC2=CC=NC(=C2C1C(C)C)C N-(5-chloro-6-(difluoromethoxy)pyridin-3-yl)-N'-(5-methyl-4-(propan-2-yl)-1,6-naphthyridin-3-yl)urea